OC(CC=CCCCC)C=CC=CCCCCC 8-hydroxy-5,9,11-heptadecatriene